di(perfluorobutanoyl) peroxide FC(C(=O)OOC(C(C(C(F)(F)F)(F)F)(F)F)=O)(C(C(F)(F)F)(F)F)F